NCC=1C(NC(N([C@H]2[C@H](O)[C@H](O)[C@@H](CO)O2)C1)=O)=O 5-aminomethyl-uridine